dimyristyl-dimethyl-ammonium acetate C(C)(=O)[O-].C(CCCCCCCCCCCCC)[N+](C)(C)CCCCCCCCCCCCCC